4-chloro-5-((6-cyclopropylpyridin-2-yl)ethynyl)-1H-pyrrolo[2,3-b]pyridine ClC1=C2C(=NC=C1C#CC1=NC(=CC=C1)C1CC1)NC=C2